titanium dopamine NCCC1=CC(O)=C(O)C=C1.[Ti]